2,2-bis(3,3-dibromo-4-cyanatophenyl)propane BrC1(CC(=CC=C1OC#N)C(C)(C)C=1CC(C(=CC1)OC#N)(Br)Br)Br